4-(1,5-dimethylpyrazol-4-yl)-4,5,6,7-tetrahydrothieno[2,3-c]pyridine CN1N=CC(=C1C)C1C2=C(CNC1)SC=C2